bis(isocyanatomethyl)norbornane N(=C=O)CC1C2(CCC(C1)C2)CN=C=O